6-methoxy-3-oxohexanoate COCCCC(CC(=O)[O-])=O